N-(5-(4-chloro-3-(3-methoxypropoxy)phenyl)-2,2-dimethylcyclopentyl)carboxamide ClC1=C(C=C(C=C1)C1CCC(C1NC=O)(C)C)OCCCOC